O[C@H](CNC(=O)C1=NC=NC(=C1)NC1CC2(C1)CCC2)[C@H]2N(CC1=CC(=CC=C1C2)OCOC)C(=O)OC(C)(C)C tert-butyl (3S)-3-[(1R)-1-hydroxy-2-[[6-(spiro[3.3]heptan-2-ylamino)pyrimidine-4-carbonyl]amino]ethyl]-7-(methoxymethoxy)-3,4-dihydro-1H-isoquinoline-2-carboxylate